C(C1=CC=CC=C1)OC(=O)NC1CCC(N(C1)C(=O)[O-])C=1OC(=NN1)OCCOC(F)(F)F 5-{[(benzyloxy)carbonyl]amino}-2-{5-[2-(trifluoromethoxy)ethoxy]-1,3,4-oxadiazol-2-yl}piperidine-1-carboxylate